CN1N=C(C=C1C)NC1=NC=C(C(=N1)C1=CNC2=C(C=CC=C12)N1C(C2=CC=CC(=C2C1)C1=CC=C2C=NN(C2=C1)C)=O)C 2-(3-(2-((1,5-dimethyl-1H-pyrazol-3-yl)amino)-5-methylpyrimidin-4-yl)-1H-indol-7-yl)-4-(1-methyl-1H-indazol-6-yl)isoindolin-1-one